2-[4-(3-hydroxymethylpiperidin-1-yl)-6-(4-methylpiperazin-1-yl)-pyrimidin-2-ylamino]-4-methylthiazole-5-carboxylic acid ethyl ester C(C)OC(=O)C1=C(N=C(S1)NC1=NC(=CC(=N1)N1CC(CCC1)CO)N1CCN(CC1)C)C